C(CCCCCC)C1CC\C=C/CC(C[C@H](NC([C@@H](NC1=O)CC(C)C)=O)C(=O)N(C)OC)C(=O)N(C)C (2S,5S,Z)-13-heptyl-2-isobutyl-N5-methoxy-N5,N7,N7-trimethyl-3,14-dioxo-1,4-diazacyclotetradec-9-ene-5,7-dicarboxamide